C(#N)C1=C(C=C(C=C1)F)[C@H]([C@@H](C)C=1N(C(C(=C(N1)C(=O)NC=1C=NOC1)O)=O)C)C=1C(=NN(C1)C)C 2-((1s,2r)-1-(2-cyano-5-fluorophenyl)-1-(1,3-dimethyl-1H-pyrazol-4-yl)propan-2-yl)-5-hydroxy-N-(isoxazol-4-yl)-1-methyl-6-oxo-1,6-dihydropyrimidine-4-carboxamide